(2S,5'S)-N-(2,4-dichlorobenzyl)-5'-fluoro-6',7'-dihydro-5'H-spiro[oxirane-2,8'-quinoline]-5'-carboxamide ClC1=C(CNC(=O)[C@]2(C=3C=CC=NC3[C@]3(CC2)OC3)F)C=CC(=C1)Cl